C(CCC)OC1=C(C)C=C(C=C1)OCCCC 2,5-dibutoxytoluene